4-Amino-N-(1-(4-chloro-2-fluorobenzoyl)-6-methylisoquinolin-5-yl)thieno[3,2-d]pyrimidine-7-Formamide NC=1C2=C(N=CN1)C(=CS2)C(=O)NC2=C1C=CN=C(C1=CC=C2C)C(C2=C(C=C(C=C2)Cl)F)=O